palladium (II) bis(triphenylphosphine) C1(=CC=CC=C1)P(C1=CC=CC=C1)C1=CC=CC=C1.C1(=CC=CC=C1)P(C1=CC=CC=C1)C1=CC=CC=C1.[Pd+2]